((R)-2-((6-cyanopyridin-2-yl)methoxy)-3-(octadecyloxy)propyl) hydrogen phosphate P(=O)(OC[C@@H](COCCCCCCCCCCCCCCCCCC)OCC1=NC(=CC=C1)C#N)(O)[O-]